ClC=1C(=NC=C(C1)NC1=NC(=C(N=C1C(=O)OC)C=1C2=C(C=NC1)N(C=N2)C)NC)N2[C@H]1CN([C@@H](C2)C1)C(=O)OC(C)(C)C tert-Butyl (1R,4R)-5-[3-chloro-5-[[3-methoxycarbonyl-6-(methylamino)-5-(3-methylimidazo[4,5-c]pyridin-7-yl) pyrazin-2-yl]amino]-2-pyridyl]-2,5-diazabicyclo[2.2.1]heptane-2-carboxylate